FC=1C(=C2C(=NC(=NN2C1)N[C@@H]1[C@@H](CN(CC1)C1COC1)F)OC)C1=CC=2N(C=C1)N=CC2C(=O)NC 5-(6-fluoro-2-(((3R,4S)-3-fluoro-1-(oxetan-3-yl)piperidin-4-yl)amino)-4-methoxypyrrolo[2,1-f][1,2,4]triazin-5-yl)-N-methylpyrazolo[1,5-a]pyridine-3-carboxamide